6-(4-chloro-3-fluorophenyl)-2-(3-fluorophenyl)-N-{(1S)-2-hydroxy-1-[(3R)-tetrahydrofuran-3-yl]ethyl}-3-oxo-2,3-dihydropyridazine-4-carboxamide ClC1=C(C=C(C=C1)C=1C=C(C(N(N1)C1=CC(=CC=C1)F)=O)C(=O)N[C@H](CO)[C@@H]1COCC1)F